2-oxo-2-(p-toluylamino)acetic acid O=C(C(=O)O)NC1=CC=C(C=C1)C